Benzyl ((R)-1-((2S,5R,6R)-5-azido-6-(((1R,2R,3S,4R,6S)-4,6-diazido-2,3-dihydroxycyclohexyl)oxy)tetrahydro-2H-pyran-2-yl)propyl)(benzyl)carbamate N(=[N+]=[N-])[C@@H]1CC[C@H](O[C@@H]1O[C@H]1[C@@H]([C@H]([C@@H](C[C@@H]1N=[N+]=[N-])N=[N+]=[N-])O)O)[C@@H](CC)N(C(OCC1=CC=CC=C1)=O)CC1=CC=CC=C1